myo-inositol 1-phosphate [C@H]1([C@H](C([C@@H]([C@@H](C1O)O)O)OP(=O)(O)O)O)O